tert-butyl-((3S,4S)-4-(difluoromethyl)-3-methyl-1-(methyl-d3)piperidin-3-yl)methanol C(C)(C)(C)C(O)[C@@]1(CN(CC[C@@H]1C(F)F)C([2H])([2H])[2H])C